ClC1=C(C(=CC=C1)Cl)C1=CC(=CC=C1)[N+](=O)[O-] 1,3-dichloro-2-(3-nitrophenyl)benzene